dodecylbenzenesulfonic acid isopropyl-amine salt C(C)(C)N.C(CCCCCCCCCCC)C1=C(C=CC=C1)S(=O)(=O)O